C1(CCCCC1)C=CCO 3-cyclohexylallyl alcohol